((S)-1-(4-fluorophenyl)-3,4-dihydroisoquinolin-2(1H)-yl)((3r,6S)-1,5-dioxaspiro[2.4]heptan-6-yl)methanone FC1=CC=C(C=C1)[C@@H]1N(CCC2=CC=CC=C12)C(=O)[C@H]1OC[C@]2(CO2)C1